(E)-N-ethyl-2-((2S,3S,12bS)-3-ethyl-8-methoxy-1,2,3,4,6,7,12,12b-octahydroindolo[2,3-a]quinolizin-2-yl)-3-methoxy-N-methylacrylamide C(C)N(C(\C(=C\OC)\[C@@H]1[C@@H](CN2CCC3=C([C@@H]2C1)NC1=CC=CC(=C13)OC)CC)=O)C